C(#N)[C@@]1(COCC2=CC=C(C=C12)C(=O)NCC1=NC=CC(=C1)C1CC(C1)C1=NC(=CC=C1)N1CCOCC1)C (R)-4-cyano-4-methyl-N-((4-((1s,3S)-3-(6-morpholinylpyridin-2-yl)cyclobutyl)pyridin-2-yl)methyl)isochroman-6-carboxamide